N,N-bis[4-(benzo[b]naphtho[1,2-d]furan-8-yl)phenyl]-4-amino-p-terphenyl C1=CC=CC=2C=CC3=C(C4=C(O3)C(=CC=C4)C4=CC=C(C=C4)N(C4=CC=C(C=C4)C4=CC=C(C=C4)C4=CC=CC=C4)C4=CC=C(C=C4)C4=CC=CC3=C4OC4=C3C=3C=CC=CC3C=C4)C12